C(C)(C)(C)C1=CC=C(C=C1)C1=CC(N2C1=C(C=1C=CC=CC21)C)(O)C(F)(F)F 1-(4-(tert-Butyl)phenyl)-9-methyl-3-(trifluoromethyl)-3H-pyrrolo[1,2-a]indol-3-ol